BrC=1C(=C(C=CC1F)COC1OCCCC1)COC1OCCCC1 2,2'-(((3-bromo-4-fluoro-1,2-phenylene)bis(methylene))bis(oxy))bis(tetrahydro-2H-pyran)